2-Fluoro-5-(4,4,5,5-tetramethyl-1,3,2-dioxaborolan-2-yl)-3-(trifluoromethyl)benzaldehyde FC1=C(C=O)C=C(C=C1C(F)(F)F)B1OC(C(O1)(C)C)(C)C